C(#C)C=1SC=C(N1)C(=O)N(C1C(N(CC1)CC1=CC=C(C=C1)F)=O)C=1C=C(C=C(C1)OC)NC(OC(C)(C)C)=O tert-Butyl (3-(2-ethynyl-N-(1-(4-fluorobenzyl)-2-oxopyrrolidin-3-yl)thiazole-4-carboxamido)-5-methoxyphenyl)carbamate